C(C)(C)C1=C(OC2=C3C(=C(N=N2)C2=CC(=CC=C2)C(F)(F)F)SC=C3)C(=CC=C1)C(C)C 4-(2,6-diisopropyl-phenoxy)-7-(3-(trifluoromethyl)phenyl)thieno[2,3-d]Pyridazine